methyl (S)-4-[N-(benzyloxycarbonyl)amino]-3-oxopentanoate C(C1=CC=CC=C1)OC(=O)N[C@H](C(CC(=O)OC)=O)C